1-(3-hydroxypropyl)-2,3-dicyclohexylguanidine OCCCNC(=NC1CCCCC1)NC1CCCCC1